(3-(Hexadecyloxy)-5-(undecyloxy)phenyl)methanol pentadecyl-4,4-bis((2-propylpentyl)oxy)butanoate C(CCCCCCCCCCCCCC)C(C(=O)OCC1=CC(=CC(=C1)OCCCCCCCCCCC)OCCCCCCCCCCCCCCCC)CC(OCC(CCC)CCC)OCC(CCC)CCC